[Na].FC(F)S(=O)O difluoromethyl-sulfinic acid sodium